ClC=1C=C(C=CC1)C1=CC(=CC=C1)C(=O)N[C@@H](CCCNC(CCl)=N)C=1OC(=CN1)C1=CC=CC=C1 (S)-3'-Chloro-N-(4-(2-chloroacetimidamido)-1-(5-phenyloxazol-2-yl)butyl)-[1,1'-biphenyl]-3-carboxamide